tert-butyl N-[(3R)-5-[(4-chlorophenyl)methyl]-7-[5-(1-cyano-1-methyl-ethyl)-1,2,4-oxadiazol-3-yl]-8-fluoro-1,1,4-trioxo-2,3-dihydro-1λ6,5-benzothiazepin-3-yl]carbamate ClC1=CC=C(C=C1)CN1C([C@H](CS(C2=C1C=C(C(=C2)F)C2=NOC(=N2)C(C)(C)C#N)(=O)=O)NC(OC(C)(C)C)=O)=O